Malyl-CoA C(C(O)CC(=O)O)(=O)SCCNC(CCNC([C@@H](C(COP(OP(OC[C@@H]1[C@H]([C@H]([C@@H](O1)N1C=NC=2C(N)=NC=NC12)O)OP(=O)(O)O)(=O)O)(=O)O)(C)C)O)=O)=O